ClC=1C=C(C=CC1)[C@@H]1[C@H](C1)C(=O)NC1=NC=CC(=C1)NCC=1N=C2N(C=C(C=C2COCC(OCC)OCC)C2CC2)C1 (1S,2S)-2-(3-chlorophenyl)-N-(4-(((6-cyclopropyl-8-((2,2-diethoxyethoxy)methyl)-imidazo[1,2-a]pyridin-2-yl)methyl)amino)pyridin-2-yl)cyclopropane-1-carboxamide